(R)-2-cyano-8-methyl-8-(trifluoromethyl)-7,8-dihydro-6H-pyrazolo[1,5-a]pyrrolo[2,3-e]pyrimidine C(#N)C1=NN2C(N=CC3=C2[C@@](CN3)(C(F)(F)F)C)=C1